ClC1=C(C(=CC=C1)F)NC(=O)C1=CC(=C(C=C1O[C@H](C(F)(F)F)C)C1=NN(C(=N1)C(=O)N)C)F (S)-3-(4-((2-chloro-6-fluorophenyl)carbamoyl)-2-fluoro-5-((1,1,1-trifluoropropan-2-yl)oxy)phenyl)-1-methyl-1H-1,2,4-triazole-5-carboxamide